BrC=1C(=NC=NC1)N[C@H](C(=O)O)CCN(CCCCC1=NC=2NCCCC2C=C1)C1CC1 (S)-2-((5-bromopyrimidin-4-yl)amino)-4-(cyclopropyl(4-(5,6,7,8-tetrahydro-1,8-naphthyridin-2-yl)butyl)amino)butanoic acid